COC(C1=CC=C2C3(CC(NC2=N1)C3)NC(CN3CCCC3)=O)OC N-(7-(dimethoxymethyl)-1,2,3,4-tetrahydro-2,4-methylene-1,8-naphthyridin-4-yl)-2-(pyrrolidin-1-yl)acetamide